[Co].CP(C)C.CP(C)C.CP(C)C tris(trimethylphosphine) cobalt